NCCCCCCCCN(C(OC(C)(C)C)=O)C tert-butyl N-(8-aminooctyl)-N-methyl-carbamate